para-Nitrophenol carbonate C(O)(=O)OC1=CC=C(C=C1)[N+](=O)[O-]